C(#C)C1=CC=C(C=C1)[C@H](C)NC(=O)[C@H]1N(C[C@@H](C1)O)C([C@H](C(CCNC(OC(C)(C)C)=O)(C)C)NC(OC1=CC=CC=C1)=O)=O Tert-butyl phenyl ((S)-5-((2S,4R)-2-(((S)-1-(4-ethynylphenyl)ethyl)carbamoyl)-4-hydroxypyrrolidin-1-yl)-3,3-dimethyl-5-oxopentane-1,4-diyl)dicarbamate